NC=1C(=NN(C1C(=O)N)C1=C(C=C(C=C1)CNC(C1=C(C=CC(=C1)F)OC)=O)F)C(C)C 4-amino-1-(2-fluoro-4-((5-fluoro-2-methoxybenzamido)methyl)phenyl)-3-isopropyl-1H-pyrazole-5-carboxamide